6-{[6-(nitrooxy)hexanoyl]Oxy}hexanoic acid [N+](=O)([O-])OCCCCCC(=O)OCCCCCC(=O)O